COC(=O)C1=C(NC(=C(C1C=1C2=C(SC1)C=CC(=C2)Br)C(C)=O)C)C 5-acetyl-4-(5-bromobenzo[b]thiophen-3-yl)-2,6-dimethyl-1,4-dihydropyridine-3-carboxylic acid methyl ester